ClC=1C=C(C=CC1SC(F)(F)F)NC1=NC2=CC=CC=C2C(=N1)NC1CCNCC1 N2-(3-chloro-4-((trifluoromethyl)thio)phenyl)-N4-(piperidin-4-yl)quinazoline-2,4-diamine